3-iodo-6-(2-methoxy-1,1-dimethylethyl)pyrazolo[1,5-a]pyridine IC=1C=NN2C1C=CC(=C2)C(COC)(C)C